1-(2-fluoro-4-(pyridin-3-yl)phenyl)-N-methyl-methylamine FC1=C(C=CC(=C1)C=1C=NC=CC1)CNC